NC1=NC(N(C=N1)[C@@H]1O[C@@H]([C@H](C1)O)CO)=O 4-amino-1-[(2R,4S,5R)-4-hydroxy-5-(hydroxymethyl)oxolane-2-yl]-1,3,5-triazin-2-one